(2-methyl-1,7-dioxo-6-tetrahydropyran-4-yl-pyrido[3,4-d]pyridazin-4-yl) 2,4,6-triisopropylbenzenesulfonate C(C)(C)C1=C(C(=CC(=C1)C(C)C)C(C)C)S(=O)(=O)OC1=NN(C(C=2C1=CN(C(C2)=O)C2CCOCC2)=O)C